1-ethyl-3-(hydroxymethyl)pyridine C(C)N1CC(=CC=C1)CO